(4-Acryloylpiperazin-1-yl)-7-(2-amino-3-chloro-4,5,6-trifluorophenyl)-6-chloro-1-(2-isopropyl-4-methylpyridin-3-yl)-2-oxo-1,2-dihydro-1,8-naphthyridine-3-carbonitrile C(C=C)(=O)N1CCN(CC1)C1=C(C(N(C2=NC(=C(C=C12)Cl)C1=C(C(=C(C(=C1F)F)F)Cl)N)C=1C(=NC=CC1C)C(C)C)=O)C#N